2,2,2-triphenylacetic acid C1(=CC=CC=C1)C(C(=O)O)(C1=CC=CC=C1)C1=CC=CC=C1